N-(4-{[3-bromo-4-[(2,4-difluorobenzyl)oxy]-6-methyl-2-oxopyridin-1(2H)-yl]methyl}phenyl)acetamide BrC=1C(N(C(=CC1OCC1=C(C=C(C=C1)F)F)C)CC1=CC=C(C=C1)NC(C)=O)=O